6-[8-(1,3-benzothiazol-2-ylcarbamoyl)-3,4-dihydroisoquinolin-2(1H)-yl]-3-[1-(2,6-difluorobenzyl)-1H-pyrazol-4-yl]pyridine-2-carboxylic acid S1C(=NC2=C1C=CC=C2)NC(=O)C=2C=CC=C1CCN(CC21)C2=CC=C(C(=N2)C(=O)O)C=2C=NN(C2)CC2=C(C=CC=C2F)F